N-(1,3-benzodioxol-4-ylmethyl)-1-[2-(3,3-dimethyl-1-piperidyl)-4-pyridyl]methanamin O1COC2=C1C=CC=C2CNCC2=CC(=NC=C2)N2CC(CCC2)(C)C